C12(CC(C1)C2)NC2=NC(=NC=C2C)NC=2C(=CC(=C(C2)NC(C=C)=O)N(C)CCN(C)C)OC N-(5-((4-(bicyclo[1.1.1]pentan-1-ylamino)-5-methylpyrimidin-2-yl)amino)-2-((2-(dimethylamino)ethyl)(methyl)amino)-4-methoxyphenyl)acrylamide